ethyl (6E)-7-[2-[(tert-butoxycarbonyl)amino]-1,3-thiazol-4-yl]-5-oxohept-6-enoate C(C)(C)(C)OC(=O)NC=1SC=C(N1)/C=C/C(CCCC(=O)OCC)=O